NC1=C(C=CC(=C1F)NCC1=C(C=C(C=C1)C(F)(F)F)F)NC(OCC)=O Ethyl (2-amino-3-fluoro-4-((2-fluoro-4-(trifluoromethyl)benzyl)amino)phenyl)carbamate